5-chloro-N-[3-(4-fluorophenyl)-1-(4-hydroxypiperidin-1-yl)-1-oxopropan-2-yl]-1H-indole-2-carboxamide ClC=1C=C2C=C(NC2=CC1)C(=O)NC(C(=O)N1CCC(CC1)O)CC1=CC=C(C=C1)F